C(C)(C)(C)C1=CC=C(C=C1)N1COC(=N1)C(F)(F)F 3-(4-tert-butylphenyl)-5-trifluoromethyl-1,3,4-oxadiazole